NC1=C2N(C(N(C2=NC(=N1)NC1=C(C(=C(C=C1)S(=O)(=O)C)F)F)C(C)C)=O)C1=C2C=NNC2=C(C=C1)F 6-amino-2-{[2,3-difluoro-4-(methylsulfonyl)phenyl]amino}-7-(7-fluoro-1H-indazol-4-yl)-9-isopropyl-7,9-dihydro-8H-purin-8-one